CN(C1=CC=C(C=C1)CC(=O)N1C[C@@H](CC[C@@H]1C)C(=O)OC)C methyl (3R,6S)-1-(2-(4-(dimethylamino) phenyl) acetyl)-6-methylpiperidine-3-carboxylate